(2R,4S)-4-(3-chloro-4-fluorobenzyl)Pyrrolidine-1,2-dicarboxylic acid 2-benzyl ester 1-tert-butyl ester C(C)(C)(C)OC(=O)N1[C@H](C[C@@H](C1)CC1=CC(=C(C=C1)F)Cl)C(=O)OCC1=CC=CC=C1